(-)-delta-cadinene CC1=C[C@@H]2[C@H](CCC(=C2CC1)C)C(C)C